1-(tert-Butyl)-3-(2,4,6-triisopropylphenyl)-5-methyl-pyrazol-4-ol C(C)(C)(C)N1N=C(C(=C1C)O)C1=C(C=C(C=C1C(C)C)C(C)C)C(C)C